1,3,5-tris(trifluoromethyl)cyclohexane FC(C1CC(CC(C1)C(F)(F)F)C(F)(F)F)(F)F